C[C@@H]1OC2=NC=CC(C3=NN(C=4C=CC(O[C@H](CCOC1)C)=CC34)C3OCCCC3)=N2 (8S,13S)-8,13-dimethyl-19-(oxan-2-yl)-7,10,14-trioxa-5,19,20,23-tetraazatetracyclo[13.5.2.12,6.018,21]tricosa-1(20),2(23),3,5,15(22),16,18(21)-heptaene